ClC=1C(=NC=CC1C1=NC(=C(C=C1)CNCC1CCC(N1)=O)OC)C1=C(C(=CC=C1)NC1=NC=CC(=C1F)CNCCO)Cl 5-((((3'-chloro-2'-(2-chloro-3-((3-fluoro-4-(((2-hydroxyethyl)amino)methyl)pyridin-2-yl)amino)phenyl)-6-methoxy-[2,4'-bipyridin]-5-yl)methyl)amino)methyl)pyrrolidin-2-one